dihydrobenzo[b]furane O1C2=C(CC1)C=CC=C2